3-(6-Fluoro-5-(4-((1-(4-(3-(4-fluoro-3-methylphenyl)-7-hydroxychroman-4-yl)phenyl)piperidin-4-yl)methyl)piperazin-1-yl)-1-oxoisoindolin-2-yl)piperidin-2,6-dion FC1=C(C=C2CN(C(C2=C1)=O)C1C(NC(CC1)=O)=O)N1CCN(CC1)CC1CCN(CC1)C1=CC=C(C=C1)C1C(COC2=CC(=CC=C12)O)C1=CC(=C(C=C1)F)C